N-(1-(difluoromethyl)-2-oxo-1,2-dihydropyridin-3-yl)-2-(1-methyl-2-oxabicyclo[2.1.1]hexan-4-yl)-7-((tetrahydrofuran-3-yl)oxy)imidazo[1,2-a]pyridine-6-carboxamide FC(N1C(C(=CC=C1)NC(=O)C=1C(=CC=2N(C1)C=C(N2)C21COC(C2)(C1)C)OC1COCC1)=O)F